3-Bromo-6,7-dihydrothieno[3,2-c]-pyridin-4(5H)-one BrC1=CSC2=C1C(NCC2)=O